2-(3,3'',5,5''-tetramethyl-[1,1':3',1''-terphenyl]-2'-yl)benzo[d]thiazole CC=1C=C(C=C(C1)C)C1=C(C(=CC=C1)C1=CC(=CC(=C1)C)C)C=1SC2=C(N1)C=CC=C2